(14R)-5-fluoro-8-oxa-1,11,17,21,23-pentazapentacyclo[14.5.2.111,14.02,7.019,22]tetracosa-2(7),3,5,16(23),17,19(22),20-heptaen-18-ol FC=1C=CC=2N3N=CC=4C(=NC(C[C@H]5CCN(CCOC2C1)C5)=NC34)O